FC=1C=C(C(=NC1)OC1=CC=C(C=C1)F)C1=CN(C=2C(N(C=CC21)C)=O)S(=O)(=O)C2=CC=C(C)C=C2 3-(5-fluoro-2-(4-fluorophenoxy)pyridin-3-yl)-6-methyl-1-tosyl-1,6-dihydro-7H-pyrrolo[2,3-c]pyridin-7-one